CC1=CC=CC(=N1)CN(CC1=CC(=CC=C1)CNCC1=NC=CC=C1)C1CCCC=2C=CC=NC12 N-[(6-methylpyridin-2-yl)methyl]-N'-(2-pyridinylmethyl)-N-(5,6,7,8-tetrahydro-8-quinolinyl)-1,3-benzenedimethanamine